N-[4-(2,4-dioxo-1,2,3,4,8,9,10,11-octahydro-naphtho[1,2-b][1,4]diazepin-5-yl)phenyl]-N-methyl-2-nitrobenzenesulfonamide O=C1CC(N(C2=C(N1)C=1CCCCC1C=C2)C2=CC=C(C=C2)N(S(=O)(=O)C2=C(C=CC=C2)[N+](=O)[O-])C)=O